N-(4-(((1r,3r,5r,7r)-adamantan-2-yl)amino)butyl)-5-(4-chlorophenyl)-1-(2,4-dichlorophenyl)-4-methyl-1H-pyrazole-3-carboxamide C12C(C3CC(CC(C1)C3)C2)NCCCCNC(=O)C2=NN(C(=C2C)C2=CC=C(C=C2)Cl)C2=C(C=C(C=C2)Cl)Cl